1-(4-methoxybenzyl)-N-methyl-1H-pyrazol-3-amine COC1=CC=C(CN2N=C(C=C2)NC)C=C1